C(C)N(CCN1CCNCC1)CC N,N-diethyl-2-(1-piperazinyl)ethanamine